2,3-Dibromo-6,7,8,9,10,11-hexahydro-5,9:7,11-dimethano-5H-benzocyclononen BrC=1C(=CC2=C(C3CC4CC(CC2C4)C3)C1)Br